(2S,3R)-2-{4-chloro-2-[(3-hydroxycyclobutyl)amino]benzenesulfonamido}-3-(6-fluoro-2,3-dimethylphenyl)butanoic acid ClC1=CC(=C(C=C1)S(=O)(=O)N[C@H](C(=O)O)[C@H](C)C1=C(C(=CC=C1F)C)C)NC1CC(C1)O